3,6-di-tert-butyl-9-mesityl-10-phenylacridine C(C)(C)(C)C=1C=CC=2C(C3=CC=C(C=C3N(C2C1)C1=CC=CC=C1)C(C)(C)C)C1=C(C=C(C=C1C)C)C